5-(4-bromo-2-fluorophenyl)-1,3,4-oxadiazole BrC1=CC(=C(C=C1)C1=NN=CO1)F